2-(4-cyclopropyl-6-methoxypyrimidin-5-yl)-8-{[4-(3-fluoro-6-methylpyridin-2-yl)phenyl]methyl}pyrido[2,3-d]pyrimidin-7-one C1(CC1)C1=NC=NC(=C1C=1N=CC2=C(N1)N(C(C=C2)=O)CC2=CC=C(C=C2)C2=NC(=CC=C2F)C)OC